C[Si](C)(C)[Bi]([Si](C)(C)C)[Si](C)(C)C tris(trimethylsilyl)bismuth (III)